ClC1=C(C=CC=C1C1=CC=C(C(=N1)OC)CN[C@H]1[C@H](COCC1)O)C1=C(C(=CC=C1)NC=1C2=C(N=C(N1)C)C=CC=N2)C (3R,4R)-4-(((6-(2-chloro-2'-methyl-3'-((2-methylpyrido[3,2-d]pyrimidin-4-yl)amino)-[1,1'-biphenyl]-3-yl)-2-methoxypyridin-3-yl)methyl)amino)tetrahydro-2H-pyran-3-ol